NC1=NC=NN2C1=C(C=C2C2CCNCC2)C2=CC=C(C=C2)NC(=O)C=2C(N(C(N(N2)C(C)C)=O)C2=CC=CC=C2)=O N-[4-(4-amino-7-piperidin-4-ylpyrrolo[2,1-f][1,2,4]triazin-5-yl)phenyl]-2-isopropyl-3,5-dioxo-4-phenyl-2,3,4,5-tetrahydro-1,2,4-triazine-6-carboxamide